FC=1C=2N(C=C(C1)NC(=O)C=1C=CC(=C3C=C(N=NC13)OCCOC)N1CCN(CC1)C(=O)OC(C)(C)C)C=C(N2)C tert-butyl 4-[8-({8-fluoro-2-methylimidazo[1,2-a]pyridin-6-yl}carbamoyl)-3-(2-methoxyethoxy)cinnolin-5-yl]piperazine-1-carboxylate